C(#N)C1=CC(=C(COC2=NN(C=C2C(C)C)C2CCN(CC2)CC2=NC3=C(N2C[C@H]2OCC2)C=C(C=C3)C(=O)OC)C=C1)F (S)-methyl 2-((4-(3-((4-cyano-2-fluorobenzyl)oxy)-4-isopropyl-1H-pyrazol-1-yl)piperidin-1-yl)methyl)-1-(oxetan-2-ylmethyl)-1H-benzo[d]imidazole-6-carboxylate